5-cyclopropyl-1-(3-(2-(dimethylamino)ethyl)benzyl)-N3-methyl-2-oxo-1,2-dihydropyridine-3,5-dicarboxylic acid amide C1(CC1)C1(C=C(C(N(C1)CC1=CC(=CC=C1)CCN(C)C)=O)C(=O)NC)C(=O)O